C(C1=CC=C(C=C1)OC)(=O)N(C1=NC(=C(C(=N1)OC)O)C)C(C1=CC=C(C=C1)OC)=O 2-[bis(p-anisoyl)amino]-4-methoxy-6-methyl-pyrimidin-5-ol